β-(phenyl-1,1-dimethylmethylamino)acryloyl-4-bromo-2-fluorobenzene C1(=CC=CC=C1)N(C=CC(=O)C1=C(C=C(C=C1)Br)F)C(C)C